2-phenyl-N-(3-(piperidin-1-yl)propyl)benzo[d]imidazo[2,1-b]thiazole-7-carboxamide C1(=CC=CC=C1)C=1N=C2SC3=C(N2C1)C=CC(=C3)C(=O)NCCCN3CCCCC3